ClC=1C=CC=2N(C1)N=CC2S(=O)(=O)NC=2C(=NC(=C(C2)OC)OCC(F)F)F 6-chloro-N-(6-(2,2-difluoroethoxy)-2-fluoro-5-methoxypyridin-3-yl)pyrazolo[1,5-a]pyridine-3-sulfonamide